1,5-anhydro-2,3-dideoxy-3-(7-methoxy-6-((6-(1-methyl-1H-1,2,3-triazol-4-yl)pyridin-3-yl)methyl)-4-oxoquinazolin-3(4H)-yl)-L-threo-pentitol COC1=C(C=C2C(N(C=NC2=C1)[C@H]1CCOC[C@@H]1O)=O)CC=1C=NC(=CC1)C=1N=NN(C1)C